CCCCC=1C=C(C=CC1OC)O 3-4-butyl-4-methoxyphenol